COCCN1C(=NC=2C1=NC(=CC2N2CCOCC2)N/N=C(\C)/C=2C=C(C=CC2)C)C=2C=NN(C2)C (E)-4-(3-(2-methoxyethyl)-2-(1-methyl-1H-pyrazol-4-yl)-5-(2-(1-(m-tolyl)ethylidene)hydrazinyl)-3H-imidazo[4,5-b]pyridin-7-yl)morpholine